C(CCC)[Zr](C)(C)CCCC di-n-butyl-dimethyl-zirconium